4-nitro-N-[(4-nitrophenyl)sulfonyl]benzamide [N+](=O)([O-])C1=CC=C(C(=O)NS(=O)(=O)C2=CC=C(C=C2)[N+](=O)[O-])C=C1